ClC=1C=C(C=C(C1F)F)NC(N(C)C1COCC=2NC(C=3C=C(C=CC3C21)F)=O)=O 3-(3-Chloro-4,5-difluorophenyl)-1-(8-fluoro-6-oxo-1,4,5,6-tetrahydro-2H-pyrano[3,4-c]isoquinolin-1-yl)-1-methylurea